methyl (1S)-5'-fluoro-3-oxo-3',4'-dihydro-1'H-spiro[cyclohexane-1,2'-naphthalene]-4-carboxylate FC1=C2CC[C@@]3(CC2=CC=C1)CC(C(CC3)C(=O)OC)=O